(S)-4-benzyl-3-(2-cyclopropylacetyl)oxazolidin-2-one C(C1=CC=CC=C1)[C@@H]1N(C(OC1)=O)C(CC1CC1)=O